tristearyltin acetate C(C)(=O)[O-].C(CCCCCCCCCCCCCCCCC)[Sn+](CCCCCCCCCCCCCCCCCC)CCCCCCCCCCCCCCCCCC